C(CCC)C1=CC=C(C=O)O1 5-butylfurfural